FC1=C(C[N+]#[C-])C=C(C=C1)F 2,5-DIFLUOROBENZYLISOCYANIDE